COC1=C(O/C(/C(=O)O)=C/C(=O)O)C=CC=C1 2-(2-methoxyphenoxy)maleic acid